FC1(CCC(CC1)NC1=NC(=CC(=C1)CO)N1N=C(C=C1)C)F (2-((4,4-difluorocyclohexyl)amino)-6-(3-methyl-1H-pyrazol-1-yl)pyridin-4-yl)methanol